4-(7-methyl-2-((7-methyl-[1,2,4]triazolo[1,5-a]pyridin-6-yl)amino)-8-oxo-7,8-Dihydro-9H-purin-9-yl)tetrahydro-2H-pyran-4-carbonitrile CN1C(N(C2=NC(=NC=C12)NC=1C(=CC=2N(C1)N=CN2)C)C2(CCOCC2)C#N)=O